1-(1H-indol-3-yl)-N,N-dimethylamine N1C=C(C2=CC=CC=C12)CNC